ClC1=CC=C(N=N1)N1CCN(CC1)CC=1C=C2C(N(C(C2=CC1)=O)N1C(NC(CC1)=O)=O)=O 5-((4-(6-chloropyridazin-3-yl)piperazin-1-yl)methyl)-2-(2,4-dioxotetrahydropyrimidin-1(2H)-yl)isoindoline-1,3-dione